C(C)OC=1C=C(C=CC1OCC)C=CC1N(C2=CC=CC=C2C=C1)C [2-(3,4-diethoxyphenyl)vinyl]-1-methylquinoline